C1(=CC=CC=C1)SC1=C(C=CC=C1)C1=CC=CC=C1 (phenylthio)biphenyl